OC1=C(C=C(C=C1)CCCCCCCCC)CN(CC(=O)O)C N-((2-hydroxy-5-nonylphenyl)methyl)-N-methylglycine